1-[4-(phenylthio)phenyl]octane-1,2-dione tert-Butyl-3-(2-oxo-3H-1,3-benzoxazol-6-yl)-3,8-diazabicyclo[3.2.1]octane-8-carboxylate C(C)(C)(C)OC(=O)N1C2CN(CC1CC2)C2=CC1=C(NC(O1)=O)C=C2.C2(=CC=CC=C2)SC2=CC=C(C=C2)C(C(CCCCCC)=O)=O